3-(6-(4-acetylpiperazin-1-yl)pyridin-3-yl)propionic acid C(C)(=O)N1CCN(CC1)C1=CC=C(C=N1)CCC(=O)O